C(C)(C)(C)[S@@](=O)N[C@H]1C2(CC3=CC=CC=C13)C[C@H]1CC[C@@H](C2)N1C(=O)OC(C)(C)C tert-butyl (1R,1'S,3s,5S)-1'-(((R)-tert-butylsulfinyl)amino)-1',3'-dihydro-8-azaspiro[bicyclo[3.2.1]octane-3,2'-indene]-8-carboxylate